3-cyano-3-fluorocyclobutane-1-carboxylic acid C(#N)C1(CC(C1)C(=O)O)F